NC1=C(C=2C=CC=C(C2C(=C1)N)S)S 2,4-diamino-1,5-naphthalenedithiol